calcium bromite Br(=O)[O-].[Ca+2].Br(=O)[O-]